ClCC(=O)N(CC1=NNC=C1)NC(=O)[C@H](CC(C)C)NC(OCC1=CC=CC=C1)=O Benzyl N-[(1S)-1-[[(2-chloroacetyl) (1H-pyrazol-3-ylmethyl)amino]carbamoyl] 3-methyl butyl]carbamate